NC1=C(C(=NC=C1C(=O)N1CC2(CN(C2)C(=O)OC(C)(C)C)C1)C1=CC=CC2=CC=C(C(=C12)Cl)F)F tert-butyl 6-(4-amino-6-(8-chloro-7-fluoronaphthalen-1-yl)-5-fluoronicotinoyl)-2,6-diazaspiro[3.3]heptane-2-carboxylate